C(#N)C1(CCC1)NC(=O)C1=CC2=C(C=N1)CN(C2)C2=NOC(C2)(C(F)(F)F)C2=CC(=CC(=C2)Cl)Cl N-(1-cyanocyclobutyl)-2-(5-(3,5-dichlorophenyl)-5-(trifluoromethyl)-4,5-dihydroisoxazol-3-yl)-2,3-dihydro-1H-pyrrolo[3,4-c]pyridine-6-carboxamide